2-nitro-4,5-dimethoxybenzyl oxide [N+](=O)([O-])C1=C(COCC2=C(C=C(C(=C2)OC)OC)[N+](=O)[O-])C=C(C(=C1)OC)OC